BrC=1C(=C(C=CC1)C[C@H](C(=O)OC)NC(=O)OC(C)(C)C)O methyl (2R)-3-(3-bromo-2-hydroxyphenyl)-2-[(tert-butoxycarbonyl)amino]propanoate